N-(4-((2-(1,1-difluoroethyl)-6-methylpyrimidin-4-yl)amino)-5-(thiazol-2-ylmethoxy)pyridin-2-yl)acetamide FC(C)(F)C1=NC(=CC(=N1)NC1=CC(=NC=C1OCC=1SC=CN1)NC(C)=O)C